C(C)(C)C1=C(SC2=C(N=CC=C21)C2=C(C(=CC(=C2)F)F)F)C(=O)O 3-isopropyl-7-(2,3,5-trifluorophenyl)thieno[2,3-c]pyridine-2-carboxylic acid